benzyl O2-methyl 2-but-3-enylpyrrolidine-1,2-dicarboxylate C(CC=C)C1(N(CCC1)C(=O)OCC1=CC=CC=C1)C(=O)OC